4-bromo-1-(difluoromethyl)pyrazole BrC=1C=NN(C1)C(F)F